4-(4-(3,9-diazabicyclo-[3.3.2]decan-3-yl)-6-chloro-8-fluoro-2-(((2R,7aS)-2-fluorotetrahydro-1H-pyrrolizin-7a(5H)-yl)methoxy)-quinazolin-7-yl)-7-fluoro-benzo[d]thiazol-2-amine C12CN(CC(CCC1)CN2)C2=NC(=NC1=C(C(=C(C=C21)Cl)C2=CC=C(C1=C2N=C(S1)N)F)F)OC[C@]12CCCN2C[C@@H](C1)F